4-(3-(aminomethyl)benzyl)piperazine-1-carboxylic acid tert-butyl ester C(C)(C)(C)OC(=O)N1CCN(CC1)CC1=CC(=CC=C1)CN